methyl 1-(2-((tert-butoxycarbonyl)amino)ethyl)-4-(6-((3-(4-fluorophenyl)-5-methyl isoxazol-4-yl)methoxy)pyridazin-3-yl)piperazine-2-carboxylate C(C)(C)(C)OC(=O)NCCN1C(CN(CC1)C=1N=NC(=CC1)OCC=1C(=NOC1C)C1=CC=C(C=C1)F)C(=O)OC